CC1=C(C=C(C(=O)NC2=CC(=C(C=C2)CN2CCN(CC2)C)C(F)(F)F)C=C1)C=1C=C2C=NC(=NC2=CC1)NC1=CC=CC=C1 4-methyl-N-(4-((4-methylpiperazin-1-yl)methyl)-3-(trifluoromethyl)phenyl)-3-(2-(phenylamino)quinazolin-6-yl)benzamide